N-{(3S,4S)-1-[2-fluoro-1-(fluoromethyl)ethyl]-3-methyl-4-piperidyl}-6-[3-(4-mesyl-2-anisidino)-1-propynyl]-1-(2,2,2-trifluoroethyl)-1H-1,3-benzimidazole-4-carboxamide FCC(CF)N1C[C@@H]([C@H](CC1)NC(=O)C1=CC(=CC=2N(C=NC21)CC(F)(F)F)C#CCNC=2C(OC)=CC=C(C2)S(=O)(=O)C)C